Br.N1C(CCCC1)C1=CC=C(C=C1)O 4-(piperidin-2-yl)phenol hydrobromide